S1N=CC=CC2=C1C=CC=C2 BENZOTHIAZEPINE